1'-tert-butyl 5-methyl (3S)-3-{[(tert-butoxy)carbonyl]amino}-1,3-dihydrospiro[indene-2,4'-piperidine]-1',5-dicarboxylate C(C)(C)(C)OC(=O)N[C@@H]1C2=CC(=CC=C2CC12CCN(CC2)C(=O)OC(C)(C)C)C(=O)OC